3-(4-(sec-butoxy)cyclohexyl)propanal C(C)(CC)OC1CCC(CC1)CCC=O